4-amino-5-fluoro-6-(4-iodophenyl)-3-vinyl-pyridine-2-carboxylic acid methyl ester COC(=O)C1=NC(=C(C(=C1C=C)N)F)C1=CC=C(C=C1)I